7-(3-methyl-1-(1-methyl-2,6-dioxopiperidin-3-yl)-2-oxo-2,3-dihydro-1H-benzo[d]imidazol-5-yl)heptanoic acid CN1C(N(C2=C1C=C(C=C2)CCCCCCC(=O)O)C2C(N(C(CC2)=O)C)=O)=O